C(C(C)C)C1=C(C(=CC(=C1)CC(C)C)CC(C)C)N=C=N 2,4,6-triisobutylphenyl-carbodiimide